OC1=C(C(=O)N(C=2C=C3CCCN(C3=CC2)C)C)C=C(C(=C1)O)C(C)C 2,4-dihydroxy-5-isopropyl-N-methyl-N-(1-methyl-1,2,3,4-tetrahydroquinolin-6-yl)benzamide